C1(=CC=CC=C1)NC1=CC=C(C=C1)C1=C(C=CC2=CC=CC=C12)C1=CC=CC=C1 N-phenyl-4-(2-phenylnaphthalen-1-yl)aniline